N,N'-diphenyl-N,N'-Bis(3-methylphenyl)-4,4'-diaminobiphenyl C1(=CC=CC=C1)N(C1=CC=C(C=C1)C1=CC=C(C=C1)N(C1=CC(=CC=C1)C)C1=CC=CC=C1)C1=CC(=CC=C1)C